1-(2-Morpholinothiazol-4-yl)-1H-imidazole-4-carboxylic acid O1CCN(CC1)C=1SC=C(N1)N1C=NC(=C1)C(=O)O